C1(CC1)N1C=C(C(C2=CC(=C(C(=C12)F)[C@H]1C2N(CCN1)CC(C2)O)F)=O)C(=O)O (S)-1-cyclopropyl-6,8-difluoro-7-(7-hydroxy-octahydropyrrolo[1,2-a]pyrazinyl)-1,4-dihydro-4-oxoquinoline-3-carboxylic acid